NCC=1C=CC(=NC1)C1=C(C=C(C#N)C=C1)OC1=CC(=NC(=C1)N1CCOCC1)C 4-[5-(aminomethyl)pyridin-2-yl]-3-(2-methyl-6-morpholin-4-ylpyridin-4-yl)oxybenzonitrile